(3S)-4-[(tert-Butyldiphenylsilyl) oxy]-3-methylbutylmethanesulfonate [Si](C1=CC=CC=C1)(C1=CC=CC=C1)(C(C)(C)C)OC[C@H](CCCS(=O)(=O)[O-])C